3-(Undecyloxy)-2,2-bis((undecyloxy)methyl)propyl 4-(4-methylpiperazin-1-yl)butanoate CN1CCN(CC1)CCCC(=O)OCC(COCCCCCCCCCCC)(COCCCCCCCCCCC)COCCCCCCCCCCC